O=C1C=C(OC2=C1C=CC=1NC(=NC12)C(F)(F)F)C1=CC=C(C#N)C=C1 4-(6-Oxo-2-(trifluoromethyl)-3,6-dihydrochromeno[7,8-d]imidazol-8-yl)benzonitril